5-(2-fluoro-6-(4-bromobutoxy)phenyl)-3-(4-((R)-hexahydropyrazino[2,1-c][1,4]oxazin-8(1H)-yl)-3-hydroxyphenyl)-1-trityl-1H-pyrazolo[4,3-c]pyridazin-6(5H)-one FC1=C(C(=CC=C1)OCCCCBr)N1N=C2C(=CC1=O)N(N=C2C2=CC(=C(C=C2)N2C[C@@H]1COCCN1CC2)O)C(C2=CC=CC=C2)(C2=CC=CC=C2)C2=CC=CC=C2